FC=1C=C(OC2=CC=C(C=C2)NC(OCC=2C(=C3C(N(CC3=CC2)C2C(NC(CC2)=O)=O)=O)OCC(C)C)=O)C=CC1F [2-(2,6-dioxopiperidin-3-yl)-4-(2-methylpropoxy)-3-oxo-2,3-dihydro-1H-isoindol-5-yl]methyl N-[4-(3,4-difluorophenoxy)phenyl]carbamate